FC=1C=C(C=CC1F)NC(=O)N1CC=2N(C[C@@H]1C)N=CC2C(=O)NC(C)C (S)-N5-(3,4-difluorophenyl)-N3-isopropyl-6-methyl-6,7-dihydropyrazolo[1,5-a]Pyrazine-3,5(4H)-dicarboxamide